trans-5-chloro-N-(3-(2-((4-(dimethylamino)cyclohexyl)amino)-8-ethyl-7-oxo-7,8-dihydropyrido[2,3-d]pyrimidin-6-yl)-2-fluorophenyl)-2-methoxypyridine-3-sulfonamide ClC=1C=C(C(=NC1)OC)S(=O)(=O)NC1=C(C(=CC=C1)C1=CC2=C(N=C(N=C2)N[C@@H]2CC[C@H](CC2)N(C)C)N(C1=O)CC)F